C(CC)C1=C(C(=O)O)C=C(C(=C1O)O)O.C(CC)C1=C(C(=O)O)C=C(C(=C1O)O)O propyl-gallic acid (Propyl gallate)